7-(3-(hydroxymethyl)-1-pyrrolidinyl)-1-cyclopropyl-6-fluoro-1,4-dihydro-4-oxo-1,8-naphthyridine-3-carboxylic acid methyl ester COC(=O)C1=CN(C2=NC(=C(C=C2C1=O)F)N1CC(CC1)CO)C1CC1